C(C)(C)(C)OC(CN1C[C@@H](C[C@@H]1C(NCC1=CC=C(C=C1)C#CC#CC1CC1)=O)NC(=O)[C@H]1N(C[C@H](C1)F)C(=O)OC(C)(C)C)=O tert-butyl (2S,4S)-2-(((3R,5R)-1-(2-(tert-butoxy)-2-oxoethyl)-5-((4-(cyclopropylbuta-1,3-diyn-1-yl)benzyl)carbamoyl)pyrrolidin-3-yl)carbamoyl)-4-fluoropyrrolidine-1-carboxylate